ClC=1C=C(C=CC1)N1CCN(CC1)CC[C@@H]1OC(C2(C1)CCN(CC2)C(CNC(OC(C)(C)C)=O)=O)=O tert-butyl (R)-(2-(3-(2-(4-(3-chlorophenyl)piperazin-1-yl)ethyl)-1-oxo-2-oxa-8-azaspiro[4.5]decan-8-yl)-2-oxoethyl)carbamate